C(C)(=O)OCCOC1=C(C=C(C=C1)CC1C(NC(S1)=S)=O)OC 2-[2-methoxy-4-[(4-oxo-2-thioxo-5-thiazolidinyl) methyl] phenoxy]-ethyl acetate